8-cyclopentyl-7-oxo-2-((1-oxo-2,3,4,5-tetrahydro-1H-benzo[c]azepin-8-yl)amino)-7,8-dihydropyrido[2,3-d]pyrimidine-6-carbonitrile C1(CCCC1)N1C(C(=CC2=C1N=C(N=C2)NC=2C=CC1=C(C(NCCC1)=O)C2)C#N)=O